ethyl-2-oxo-ethyl-5-bromosalicylic acid C(C)C1=C(C(C(=O)O)=CC(=C1)Br)OCC=O